7-hydroxy-6-(6-(methyl(2,2,6,6-tetramethylpiperidin-4-yl)amino)pyridazin-3-yl)quinazolin-4(1H)-one OC1=C(C=C2C(N=CNC2=C1)=O)C=1N=NC(=CC1)N(C1CC(NC(C1)(C)C)(C)C)C